(trifluoromethyl)pyridazin-3-amine FC(F)(F)C1=C(N=NC=C1)N